C[Si](CCOCOC=1C=CC=C(N)C1)(C)C 5-((2-(trimethylsilyl)ethoxy)methoxy)aniline